phenyl (4-cyano-3-(2-(dimethylamino)ethyl)phenyl)carbamate C(#N)C1=C(C=C(C=C1)NC(OC1=CC=CC=C1)=O)CCN(C)C